3-(((1-methylazetidin-3-yl)carbamoyl)oxy)propane-1,2-diyl distearate C(CCCCCCCCCCCCCCCCC)(=O)OCC(COC(NC1CN(C1)C)=O)OC(CCCCCCCCCCCCCCCCC)=O